FC(N1C(=NC2=C1C=C(C=C2)C#CC2=C1C=C(N=CC1=C(N=C2)NC)NC(=O)C2CC2)C)F N-(5-((1-(difluoromethyl)-2-methyl-1H-benzo[d]imidazol-6-yl)ethynyl)-8-(methylamino)-2,7-naphthyridin-3-yl)cyclopropanecarboxamide